COC(C1=CC(=C(C=C1)CN1C2=NC(=NC(=C2N=C1OC)N)OCC)F)=O Methyl-4-((6-amino-2-ethoxy-8-methoxy-9H-purin-9-yl)methyl)-3-fluoro-benzoate